8-((3S,4S)-3-ethoxy-4-(2-(trifluoromethyl)phenoxy)piperidin-1-yl)-5-methyl-6-oxo-5,6-dihydro-1,5-naphthyridine-2-carbonitrile C(C)O[C@H]1CN(CC[C@@H]1OC1=C(C=CC=C1)C(F)(F)F)C1=CC(N(C=2C=CC(=NC12)C#N)C)=O